4-[2-(1-isopropylpyrazol-4-yl)-6-methyl-7-oxo-1H-pyrrolo[2,3-c]pyridin-4-yl]-1-methyl-5-(prop-1-yn-1-yl)pyridin-2-one C(C)(C)N1N=CC(=C1)C1=CC2=C(C(N(C=C2C2=CC(N(C=C2C#CC)C)=O)C)=O)N1